O1COC2=C1C=CC(=C2)C=C2N=C1N(C=C(N=C1CC1=CC=CC=C1)C1=CC(=CC=C1)O[Si](C)(C)C(C)(C)C)C2=O 2-(benzo[d][1,3]dioxol-5-ylmethylene)-8-benzyl-6-(3-((tert-butyldimethylsilyl)oxy)phenyl)imidazo[1,2-a]pyrazin-3(2H)-one